COC=1C(=NC(=NC1)NC=1C(=NN(C1)C(C#N)(C)C)C)OCC1CCC(CC1)NC 2-(4-((5-methoxy-4-(((1R,4R)-4-(methylamino)cyclohexyl)methoxy)pyrimidin-2-yl)amino)-3-methyl-1H-pyrazol-1-yl)-2-methylpropanenitrile